2-amino-8-[2-[(tert-butoxycarbonylamino)methyl]Pyrimidin-5-yl]-3H-1-Benzazepine-4-carboxylic acid NC1=NC2=C(C=C(C1)C(=O)O)C=CC(=C2)C=2C=NC(=NC2)CNC(=O)OC(C)(C)C